CC1=C(OC2=C(C=C(C=C2C1=O)C)[C@@H](C)NC1=C(C=CC=C1)S(=O)(=O)NC(C)=O)C1=CC2=CN(N=C2C=C1)C N-[2-[[(R)-1-[3,6-dimethyl-2-(2-methylindazol-5-yl)-4-oxo-chromen-8-yl]ethyl]amino]phenyl]sulfonylacetamide